[Si](C)(C)(C(C)(C)C)OC=1C=CC(=NC1)NC(=O)N1CCCCCC1 N-[5-[(tert-butyldimethylsilyl)oxy]pyridin-2-yl]azepane-1-carboxamide